FC1=CC=C(C=C1)S(=O)(=N)C S-(4-Fluorophenyl)-S-methyl-sulfoximine